7-bromo-2,6-dichloro-5-fluoroquinazoline-4(3H)-one BrC1=C(C(=C2C(NC(=NC2=C1)Cl)=O)F)Cl